1,2,5-thiadiazole-3-carboxamidine S1N=C(C=N1)C(=N)N